FC(C1=CC=C(C=C1)NC1=NC=NC(=C1)N)(F)F N-[4-(trifluoromethyl)phenyl]pyrimidine-4,6-diamine